4-(8-fluoro-7-(8-fluoro-3-hydroxynaphthalen-1-yl)-2-(((S)-1-methylpyrrolidin-2-yl)methoxy)-5-(propynyl)pyrido[4,3-d]pyrimidin-4-yl)-6-methyl-1,4-oxazepan-6-ol FC1=C(N=C(C2=C1N=C(N=C2N2CCOCC(C2)(O)C)OC[C@H]2N(CCC2)C)C#CC)C2=CC(=CC1=CC=CC(=C21)F)O